1-(2-(2,6-dioxopiperidin-3-yl)-1,3-dioxoisoindolin-4-yl)-N-(3-ethynylphenyl)piperidine-3-carboxamide O=C1NC(CCC1N1C(C2=CC=CC(=C2C1=O)N1CC(CCC1)C(=O)NC1=CC(=CC=C1)C#C)=O)=O